N1(C=NC=C1)C=1N=C(C2=C(N1)C=CN2)C(=O)NC2CCC(CC2)NC(C(F)(F)F)(C)C 2-(1H-imidazol-1-yl)-N-((1r,4r)-4-((1,1,1-trifluoro-2-methylpropan-2-yl)amino)cyclohexyl)-5H-pyrrolo[3,2-d]pyrimidine-4-carboxamide